CN(CC(=O)OCCN1C=NC=2C1=C1C(=NC2)N(C=C1)C(=O)[O-])C 1-(dimethylglycyloxyethyl)imidazo[4,5-d]pyrrolo[2,3-b]pyridin-6(1H)-carboxylate